ClC=1C(=NC(=NC1)N[C@H]1[C@@H]([C@@H]2CC[C@H](C1)O2)O)C=2C=C1C=C(C=NC1=C(C2)F)C(C)(C)O |o1:8,9,10,13| (1S*,2S*,3R*,5R*)-3-((5-chloro-4-(8-fluoro-3-(2-hydroxypropan-2-yl)quinolin-6-yl)pyrimidin-2-yl)amino)-8-oxabicyclo[3.2.1]octan-2-ol